3-Hydroxybutyric acid OC(CC(=O)O)C